CCC(C)N1C(=NC=2CNCCC21)C(=O)N (Butan-3-yl)-4,5,6,7-tetrahydro-1H-imidazo[4,5-c]Pyridine-2-carboxamide